5-isopropyl-4H-pyrrolo[2,3-d]thiazole C(C)(C)C1=CC2=C(N=CS2)N1